ClC1=CC=C(C=C1)N=C=S 4-chlorophenyl isothiocyanate